2-(4-((cyclopropylmethyl)sulfonyl)phenyl)-2-(5,7-dichloro-6-(2-ethoxyphenyl)-1H-benzo[d]imidazol-2-yl)ethanol C1(CC1)CS(=O)(=O)C1=CC=C(C=C1)C(CO)C1=NC2=C(N1)C(=C(C(=C2)Cl)C2=C(C=CC=C2)OCC)Cl